3-(5-chloro-2-hydroxy-4-methyl-phenyl)-4-(trifluoromethoxy)benzamide ClC=1C(=CC(=C(C1)C=1C=C(C(=O)N)C=CC1OC(F)(F)F)O)C